2-(2-chloro-6-fluorophenyl)-N-(1-(1-(tetrahydro-2H-pyran-4-yl)piperidin-4-yl)-1H-pyrazol-4-yl)pyrazolo[1,5-a][1,3,5]triazin-4-amine ClC1=C(C(=CC=C1)F)C1=NC=2N(C(=N1)NC=1C=NN(C1)C1CCN(CC1)C1CCOCC1)N=CC2